6'-CHLORO-5-(((1R,2R)-2-((S)-1-HYDROXYALLYL)CYCLOBUTYL)METHYL)-3',4,4',5-TETRAHYDRO-2H,2'H-SPIRO[BENZO[B][1,4]OXAZEPINE-3,1'-NAPHTHALENE]-7-CARBOXAMIDE ClC=1C=C2CCCC3(C2=CC1)CN(C1=C(OC3)C=CC(=C1)C(=O)N)C[C@H]1[C@@H](CC1)[C@H](C=C)O